C(CCC)OC1=NN2C(C(=N1)N)=NC=C2CC2=CC(=C(C=C2)N2CCNCC2)C butoxy-7-(3-methyl-4-(piperazin-1-yl)benzyl)imidazo[2,1-f][1,2,4]triazin-4-amine